ClC=1C=C(C=CC1OC1CC(C1)N(C)C)NC1=NC=CC(=N1)NC=1C=NC2=CC=CC=C2C1 2-{3-chloro-4-[(1r,3r)-3-(dimethylamino)cyclobutoxy]phenylamino}-4-(3-quinolylamino)pyrimidine